1-Methyl-4-phenyl-3-(phenylsulfonyl)-7-(trifluoromethyl)-1-azaspiro[4.5]deca-3,6,9-triene-2,8-dione CN1C(C(=C(C12C=C(C(C=C2)=O)C(F)(F)F)C2=CC=CC=C2)S(=O)(=O)C2=CC=CC=C2)=O